C(C)NC(=O)C1=CC2=C(C(N(C=C2C2=CC(=CC(=C2)[N+](=O)[O-])OC2=CC(=C(C=C2)C)NC(CCN2CCCCC2)=O)C)=O)N1 N-Ethyl-6-methyl-4-(3-(4-methyl-3-(3-(piperidin-1-yl)propanamido)phenoxy)-5-nitrophenyl)-7-oxo-6,7-dihydro-1H-pyrrolo[2,3-c]pyridine-2-carboxamide